COC1=C(C=CC=C1)N=NC1=C(C=CC2=CC=CC=C12)O 1-[(2-methoxyphenyl)azo]-2-naphthol